O1COC2=C1C=CC(=C2)CCC(=O)NCC2=C(C=CC=C2)C 3-(benzo[d][1,3]dioxol-5-yl)-N-(2-methylbenzyl)propanamide